ClC=1C=C(C#N)C=C(C1)OC1=C(N=CN(C1=O)CC1=NNC(C(=C1)C1=CC(=CC=C1)S(=O)(=O)C)=O)C(F)(F)F 3-chloro-5-((1-((5-(3-(methylsulfonyl)phenyl)-6-oxo-1,6-dihydropyridazin-3-yl)methyl)-6-oxo-4-(trifluoromethyl)-1,6-dihydropyrimidin-5-yl)oxy)benzonitrile